ClC1=CC=2N(ONOC2C(=N1)OC[C@@H]1[C@@H]2CC[C@H](CN1)N2C(=O)OC(C)(C)C)CC2=C(C=C(C=C2)OC)OC tert-butyl (1S,2S,5R)-2-(((7-chloro-1-(2,4-dimethoxybenzyl)-2,4-dioxa-1,2,3,4-tetrahydropyrido[4,3-d]pyrimidin-5-yl)oxy)methyl)-3,8-Diazabicyclo[3.2.1]octane-8-carboxylate